C(C1=CC=CC=C1)C1(CNCC1)C1=NN(C2=CC(=CC=C12)C)C1=CC=C(C=C1)F (3-Benzylpyrrolidin-3-yl)-1-(4-fluorophenyl)-6-methyl-1H-indazole